(7-((2S,5R)-2,5-diethyl-4-(1-(quinoxalin-6-yl)ethyl)piperazin-1-yl)-4-ethyl-5-oxo-4,5-dihydro-2H-pyrazolo[4,3-b]pyridin-2-yl)acetonitrile C(C)[C@@H]1N(C[C@H](N(C1)C(C)C=1C=C2N=CC=NC2=CC1)CC)C=1C=2C(N(C(C1)=O)CC)=CN(N2)CC#N